C(C)(C)(C)OC(=O)N1C[C@H]2OC3=CC=CC(C4=CC(=CC5=NN(C(CCCNC([C@@H]1C2)=O)=C45)C)F)=C3 (8S,11S)-22-fluoro-18-methyl-12-oxo-7-oxa-10,13,18,19-tetraazapentacyclo[15.6.1.12,6.18,11.020,24]hexacosane-1(23),2(26),3,5,17(24),19,21-heptaene-10-carboxylic acid tert-butyl ester